C1CC12CCN(CC2)C=2C=C(C=CC2C=2N=NN(C2)C2=CC(=NC(=C2)C)N2CCC(CC2)(F)F)NS(=O)(=O)[C@H](CO)C (2S)-N-(3-{6-azaspiro[2.5]oct-6-yl}-4-{1-[2-(4,4-difluoropiperidin-1-yl)-6-methylpyridin-4-yl]-1H-1,2,3-triazol-4-yl}phenyl)-1-hydroxypropane-2-sulfonamide